C(C)(C)C=1C=2N(C=CC1)N=C(C2)[C@@H]2N(CCC1=C2N=CN1)C(=O)C=1OC(=NN1)C=1C=NN(C1)C(F)(F)F (R)-(4-(4-isopropylpyrazolo[1,5-a]pyridin-2-yl)-1,4,6,7-tetrahydro-5H-imidazo[4,5-c]pyridin-5-yl)(5-(1-(trifluoromethyl)-1H-pyrazol-4-yl)-1,3,4-oxadiazol-2-yl)methanone